2-(4-ethynyl-2-fluoroanilino)-3,4-difluoro-5-[[3-fluoro-2-(propylsulfamoylamino)pyridin-4-yl]methyl]benzamide C(#C)C1=CC(=C(NC2=C(C(=O)N)C=C(C(=C2F)F)CC2=C(C(=NC=C2)NS(NCCC)(=O)=O)F)C=C1)F